(1R,2S)-2-(3-{[5-(ethanesulfonyl)-3-ethoxypyridin-2-yl]amino}-1H-indazol-6-yl)-5'-methoxy-1'H-spiro[cyclopropan-1,3'-indol]-2'-one C(C)S(=O)(=O)C=1C=C(C(=NC1)NC1=NNC2=CC(=CC=C12)[C@@H]1C[C@@]12C(NC1=CC=C(C=C21)OC)=O)OCC